3,5-dimethylcyclohexan-1-one oxime CC1CC(CC(C1)C)=NO